Methyl 5-amino-2-(1-methyl-1H-indazol-6-yl)benzoate NC=1C=CC(=C(C(=O)OC)C1)C1=CC=C2C=NN(C2=C1)C